C(C=C)(=O)S(=O)(=O)N1C(CCC1=O)=O N-acryloylsulfonyl-succinimide